NC(C([C@H](C[C@H]1C(NCC1)=O)NC(=O)C1C2C(C2CN1C([C@H](C(C)(C)C)NC(C(C)(C)C)=O)=O)(C)C)O)=O N-((2S)-4-amino-3-hydroxy-4-oxo-1-((S)-2-oxopyrrolidin-3-yl)butan-2-yl)-3-((S)-3,3-dimethyl-2-pivalamidobutanoyl)-6,6-dimethyl-3-azabicyclo[3.1.0]hexane-2-carboxamide